(S)-N-((3-(4-(2,5-dihydro-1H-pyrrol-1-yl)-3-fluorophenyl)-2-oxooxazolidin-5-yl)methyl)acetamide N1(CC=CC1)C1=C(C=C(C=C1)N1C(O[C@H](C1)CNC(C)=O)=O)F